5-methyl-1-(5-(trifluoromethyl)pyrimidin-2-yl)-1,2,3,6-tetrahydropyridine-4-carboxylic acid ethyl ester C(C)OC(=O)C=1CCN(CC1C)C1=NC=C(C=N1)C(F)(F)F